F[C@H](CNC(=O)C1=C(C=2N(N=C1)C=C(C2)C=2SC=CN2)NC(C)C)C(C)(C)O (R)-N-(2-fluoro-3-hydroxy-3-methylbutyl)-4-(isopropylamino)-6-(thiazol-2-yl)pyrrolo[1,2-b]pyridazine-3-carboxamide